5,6-di-hydro-Uracil N1C(=O)NC(=O)CC1